cyclohexane-1-carbonyl-(6-aminocaproate) C1(CCCCC1)C(=O)OC(CCCCCN)=O